FC=1C=C(C=CC1)[C@@H]1N(CCC1)C1=NC=2N(C=C1)N=CC2C(=O)N[C@@H]2CC[C@H](CC2)O 5-((R)-2-(3-fluorophenyl)pyrrolidin-1-yl)-N-((trans)-4-hydroxycyclohexyl)pyrazolo[1,5-a]pyrimidine-3-carboxamide